3,9-bis{1,1-dimethyl-2-[β-(3-tert-butyl-4-hydroxy-5-methylphenyl)propionyloxy]ethyl}-2,4,8,10-tetraoxaspiro[5.5]undecane CC(COC(CCC1=CC(=C(C(=C1)C)O)C(C)(C)C)=O)(C)C1OCC2(CO1)COC(OC2)C(COC(CCC2=CC(=C(C(=C2)C)O)C(C)(C)C)=O)(C)C